(S)-(3-Nitro-4-((oxetan-2-ylmethyl)amino)phenyl)carbamic acid tert-butyl ester C(C)(C)(C)OC(NC1=CC(=C(C=C1)NC[C@H]1OCC1)[N+](=O)[O-])=O